(R)-(5-(1-(difluoromethyl)-1H-pyrazol-4-yl)-1,3,4-oxadiazol-2-yl)(4-(4-(difluoromethyl)pyrazolo[1,5-a]pyridin-2-yl)-6,7-dihydro-1H-imidazo[4,5-c]pyridin-5(4H)-yl)methanone FC(N1N=CC(=C1)C1=NN=C(O1)C(=O)N1[C@H](C2=C(CC1)NC=N2)C2=NN1C(C(=CC=C1)C(F)F)=C2)F